O1CCN(CC1)CC[C@H](CSC1=CC=CC=C1)NC1=C(C=C(C=C1)S(=O)(=O)NC(C1=CC=C(C=C1)N1CCNCC1)=O)S(=O)(=O)C(F)(F)F (R)-N-((4-((4-morpholino-1-(phenylthio)butan-2-yl)amino)-3-((trifluoromethyl)sulfonyl)phenyl)sulfonyl)-4-(piperazin-1-yl)benzamide